BrC1=C(C=C(C=C1)C1=NC(=CC=C1I)Cl)C1OCCO1 2-[4-bromo-3-(1,3-dioxolan-2-yl)phenyl]-6-chloro-3-iodo-pyridine